CN[C@@H](CCC(=O)O)C(=O)O L-N-methylglutamic acid